NC=1N=C(C=C2C=C(N=CC12)NC(=O)[C@H]1[C@@H](C1)CC#N)C=1C(=NC=CC1C)C1=CC=CC=C1 trans-N-[8-amino-6-(4-methyl-2-phenylpyridin-3-yl)-2,7-Naphthyridin-3-yl]-2-(cyanomethyl)cyclopropane-1-carboxamide